F[C@H]1C[C@]2(CCC(N2C1)=O)C(=O)OCC |r| rac-ethyl (2S,7aR)-2-fluoro-5-oxotetrahydro-1H-pyrrolizine-7a(5H)-carboxylate